(4-(4-cyanopyridin-3-yl)-2-(4-methylpiperazin-1-yl)phenyl)-2-(2-fluoro-6-methoxyphenyl)pyrimidine-4-carboxamide C(#N)C1=C(C=NC=C1)C1=CC(=C(C=C1)C=1C(=NC(=NC1)C1=C(C=CC=C1OC)F)C(=O)N)N1CCN(CC1)C